[N+](=O)([O-])OCCCCCC(=O)[O-] 6-(nitrooxy)-hexanoate